2-((3-Fluoro-2-methylphenyl)amino)-N-(1-methyl-3-(trifluoromethyl)-1H-pyrazol-5-yl)benzamide FC=1C(=C(C=CC1)NC1=C(C(=O)NC2=CC(=NN2C)C(F)(F)F)C=CC=C1)C